Di(aziridin-1-yl)phosphinic acid (R)-4-((2-cyclopropyl-3-oxoisoindolin-5-yl) oxy)-5-nitro-2,3-dihydro-1H-inden-1-yl ester C1(CC1)N1CC2=CC=C(C=C2C1=O)OC1=C2CC[C@H](C2=CC=C1[N+](=O)[O-])OP(=O)(N1CC1)N1CC1